N-[5-(4-{[3-(3,4-dimethoxyphenyl)pyridin-4-yl]amino}phenyl)-1,3,4-thiadiazol-2-yl]acetamide COC=1C=C(C=CC1OC)C=1C=NC=CC1NC1=CC=C(C=C1)C1=NN=C(S1)NC(C)=O